[N+](=O)([O-])C1=C(C=CC(=C1)C)C=1OC(=S)C2=CC=CC=C2C1C 3-(2-nitro-4-methylphenyl)-4-methylthioisocoumarin